tert-butyl 1-(2-(pyridin-3-yloxy)-4-(trifluoromethyl) benzyl)-1,8-diazaspiro[4.5]decane-8-carboxylate N1=CC(=CC=C1)OC1=C(CN2CCCC23CCN(CC3)C(=O)OC(C)(C)C)C=CC(=C1)C(F)(F)F